C1(CC1)C=1C=C2C(=NC(=NC2=C(C1C1=C2C=NNC2=CC(=C1C)F)OCC1=CC=C(C(=O)[O-])C=C1)OC[C@H]1CN(CC1)C)O 4-({[6-Cyclopropyl-7-(6-fluoro-5-methyl-1H-indazol-4-yl)-4-hydroxy-2-{[(3R)-1-methylpyrrolidin-3-yl]methoxy}quinazolin-8-yl]oxy}methyl)benzoate